COC(=O)C1=NN(C(=C1N)C(=O)OC)C.COCC1CC(C1)=O 3-(methoxymethyl)cyclobutanone dimethyl-4-amino-1-methyl-1H-pyrazole-3,5-dicarboxylate